NCCNC1=C2C=C(NC2=C(C=C1)C(=O)N)C1=CC=C(C=C1)C 4-(2-aminoethylamino)-2-p-tolyl-1H-indole-7-carboxamide